[C@H]12CC\C=C/CC[C@@H]2N1N1C(C2=CC=CC=C2C1=O)=O 2-((1R,8S,Z)-9-azabicyclo[6.1.0]non-4-en-9-yl)isoindoline-1,3-dione